C1(CCCCC1)NC1=NC=NC2=C1SC=1N=NC(=C(C12)C)C N-cyclohexyl-3,4-dimethylpyrimido[4',5':4,5]thieno[2,3-c]pyridazin-8-amine